3-(2-((4-(4-acetylpiperazin-1-yl)phenylamino)quinazolin-8-yl)phenyl)acrylamide C(C)(=O)N1CCN(CC1)C1=CC=C(C=C1)NC1=NC2=C(C=CC=C2C=N1)C1=C(C=CC=C1)C=CC(=O)N